NC=1C=2N(C=C(N1)C(F)(F)F)C(=CN2)C=2C=C(C=CC2C)C(C(=O)N)(C(F)F)O 2-(3-(8-amino-6-(trifluoromethyl)imidazo[1,2-a]pyrazin-3-yl)-4-methylphenyl)-3,3-difluoro-2-hydroxypropionamide